Tert-butyl ((2S,4R)-1-acetyl-6-bromo-2-methyl-1,2,3,4-tetrahydroquinolin-4-yl)carbamate C(C)(=O)N1[C@H](C[C@H](C2=CC(=CC=C12)Br)NC(OC(C)(C)C)=O)C